6-chloro-3-(2,3-dichlorophenyl)-2,5-dimethyl-3,4-dihydro-pyrimidin-4-one ClC1=C(C(N(C(=N1)C)C1=C(C(=CC=C1)Cl)Cl)=O)C